Fluoro-4-thiahexadecanoic acid FC(C(=O)O)CSCCCCCCCCCCCC